N-(dibenzo[b,d]furan-2-yl)-N-(3',3',4',7'-tetramethyl-2',3'-dihydrospiro[fluorene-9,1'-inden]-2-yl)dibenzo[b,d]furan-2-amine C1=C(C=CC=2OC3=C(C21)C=CC=C3)N(C3=CC2=C(OC1=C2C=CC=C1)C=C3)C3=CC1=C(C=C3)C3=CC=CC=C3C13CC(C1=C(C=CC(=C31)C)C)(C)C